(tetrahydro-2H-pyran-4-yloxy)benzoic acid methyl ester COC(C1=C(C=CC=C1)OC1CCOCC1)=O